((2S,5R)-5-ethyl-4-(1-(4-fluoro-2-(trifluoromethyl)phenyl)ethyl)-2-methylpiperazin-1-yl)-4-methyl-2-(tetrahydro-2H-pyran-2-yl)-2,4-dihydro-5H-pyrazolo[4,3-B]pyridin-5-one C(C)[C@H]1N(C[C@@H](N(C1)C=1N(N=C2C1N(C(C=C2)=O)C)C2OCCCC2)C)C(C)C2=C(C=C(C=C2)F)C(F)(F)F